COC=1C=C(C(=O)O)C=CC1C=1C=C2C=CN(C2=CC1)C(CC)=O 3-methoxy-4-(1-propionylindol-5-yl)benzoic acid